C(C)(=O)[O-].C(C)(=O)[O-].C(C)(=O)[O-].C(C)(=O)[O-].[Sn+4] tin tetraacetate